C(C1=CC=CC=C1)OC(=O)N1C(CN(CC1)C=1SC(=C(N1)C1=CC(=C(C=C1)Cl)Cl)CC(C)C)C(=O)O 1-(benzyloxycarbonyl)-4-(4-(3,4-dichlorophenyl)-5-isobutylthiazol-2-yl)piperazine-2-carboxylic acid